CN(S(=O)(=O)C1=CC=C(C=C1)C1=C(NC2=C(C(=CC=C12)OC1=CC=CC=C1)C)C(=O)O)C 3-(4-(N,N-dimethylsulfamoyl)phenyl)-7-methyl-6-phenoxy-1H-indole-2-carboxylic acid